5-(4-((4-fluoro-8-methyl-6-oxo-7-(trifluoromethyl)-5,6-dihydro-1,5-naphthyridin-3-yl)methyl)piperazin-1-yl)-N-methylpicolinamide FC1=C(C=NC=2C(=C(C(NC12)=O)C(F)(F)F)C)CN1CCN(CC1)C=1C=CC(=NC1)C(=O)NC